[C@@]12(COC[C@@H]2C1)C=1N=C2N(C=C(C(=C2)OC)C(=O)NC2=NC(=CC=C2)OC)C1 |r| Rac-2-((1S,5R)-3-oxabicyclo[3.1.0]hexan-1-yl)-7-methoxy-N-(6-methoxypyridin-2-yl)imidazo[1,2-a]pyridine-6-carboxamide